N-(4,4-difluorocyclohexyl)-6-(1-fluoroethyl)-2-(3-methyl-1H-pyrazol-1-yl)pyrimidin-4-amine FC1(CCC(CC1)NC1=NC(=NC(=C1)C(C)F)N1N=C(C=C1)C)F